FC(C=1C=CC(=C(C1)C=1C=C2C(=NC1)N(C(N2CC=2N=NC=CC2)=O)C)F)F 6-(5-(difluoromethyl)-2-fluorophenyl)-3-methyl-1-(pyridazin-3-ylmethyl)-1,3-dihydro-2H-imidazo[4,5-b]pyridin-2-one